CC1N(CCOC1)C1=CC(NC(=C1)C=1C=NC=CC1C)=O 4-(3-methylmorpholin-4-yl)-6-(4-methyl-3-pyridyl)-1H-pyridin-2-one